[Li].[Ga] gallium-lithium